1-(2,6-diethylphenyl)-2-(2-methylpropan-1-en-1-yl)-6-oxo-5-(2-(4-(trifluoromethyl)phenyl)thiazol-4-yl)-1,6-dihydropyridine-3-carboxylic acid C(C)C1=C(C(=CC=C1)CC)N1C(=C(C=C(C1=O)C=1N=C(SC1)C1=CC=C(C=C1)C(F)(F)F)C(=O)O)C=C(C)C